tert-butylphenyl triflate O(S(=O)(=O)C(F)(F)F)C1=C(C=CC=C1)C(C)(C)C